ClC=1C=CC(=C(C1)C1=CC(N(C=C1OC)C(C(=O)NC1=CC=C(C(=O)O)C=C1)CCOC)=O)N1C=NC(=C1)Cl 4-[(2-{4-[5-chloro-2-(4-chloro-1H-imidazol-1-yl)phenyl]-5-methoxy-2-oxopyridin-1(2H)-yl}-4-methoxybutyryl)amino]benzoic acid